CS(=O)(=O)NC1CN(CC12CC2)C(=O)[O-] 7-(methylsulfonamido)-5-azaspiro[2.4]heptane-5-carboxylate